ClCCC1CO1 1-chloro-3,4-butylene oxide